3-methyl-butane-1-sulfinic acid CC(CCS(=O)O)C